OCCOCCOCCOCCOCCN(C(C(COCCCCCCCC(=O)[O-])OCCCCCCCC(=O)OC\C=C/CCCCCC)=O)CCCCCCCC 8-[3-[2-[2-[2-[2-(2-hydroxyethoxy)ethoxy]ethoxy]ethoxy]ethyl-octyl-amino]-2-[8-[(Z)-non-2-enoxy]-8-oxo-octoxy]-3-oxopropoxy]octanoate